7-bromo-3-((3-trifluoroethoxy-3-oxopropyl)amino)Benzo[e][1,2,4]triazine-1-oxide BrC1=CC2=C(N=C(N=[N+]2[O-])NCCC(=O)OCC(F)(F)F)C=C1